C(C1=CC=CC=C1)NC1=NC(=NN2C1=CC=C2C2CNCC2)N2C(=CC=1C(=CC=CC21)C#N)C 1-(4-(benzylamino)-7-(pyrrolidin-3-yl)pyrrolo[2,1-f][1,2,4]triazin-2-yl)-2-methyl-1H-indole-4-carbonitrile